C(C1=CC=CC=C1)OC1=NN(C=C1)C 3-benzyloxy-1-methyl-pyrazole